N-(5-cyclopropyl-1H-pyrazol-3-yl)-2-[(1R,5R)-6-methyl-3,6-diazabicyclo[3.2.0]heptan-3-yl]pyrimidin-4-amine C1(CC1)C1=CC(=NN1)NC1=NC(=NC=C1)N1C[C@H]2CN([C@H]2C1)C